C1(CC1)CC(C(=O)OC)N1C(NC2=CC=CC=C2C1=O)=O methyl 3-cyclopropyl-2-(2,4-dioxo-1H-quinazolin-3-yl)propanoate